C(C)(C)C1=C(C(=CC=C1)C1=CC(=NC=C1)OCCCCCN1N=CC=C1S(N)(=O)=O)CC(=O)O 2-(2-isopropyl-6-(2-((5-(5-sulfamoyl-1H-pyrazol-1-yl)pentyl)-oxy)pyridin-4-yl)phenyl)acetic acid